ethyl 3-amino-7-chloro-9-methyl-9H-pyrido[2,3-b]indole-2-carboxylate NC1=CC2=C(N(C3=CC(=CC=C23)Cl)C)N=C1C(=O)OCC